ClC=1C=CC(=C(C1)NC(=O)N1CC(CC1)(C=1SC=CN1)C1=CC(=C(C=C1)C)F)OC N-(5-chloro-2-methoxyphenyl)-3-(3-fluoro-4-methylphenyl)-3-(thiazol-2-yl)pyrrolidine-1-carboxamide